2-(3,5-Dichloro-4-((2-(2-fluorobenzyl)-1-oxo-1,2,3,4-tetrahydroisoquinolin-6-yl)oxy)phenyl)-3,5-dioxo-2,3,4,5-tetrahydro-1,2,4-triazine-6-carboxylic acid ClC=1C=C(C=C(C1OC=1C=C2CCN(C(C2=CC1)=O)CC1=C(C=CC=C1)F)Cl)N1N=C(C(NC1=O)=O)C(=O)O